FC1=CC=C2C(=CNC2=C1)CC[C@H](C1=NC=NO1)C12CC3CC(CC(C1)C3)C2 5-((1S)-(2-(6-fluoro-1H-indol-3-yl)ethyl)-3-adamantylmethyl)-1,2,4-oxadiazole